pentabromopentane BrC(C(Br)(Br)Br)(CCC)Br